2-(((S)-1-(1H-tetrazol-1-yl)propan-2-yl)oxy)-4-(2-((3-(3-(ethylsulfonyl)propoxy)-1-((1r,4r)-4-morpholinocyclohexyl)-1H-pyrazol-4-yl)amino)pyrimidin-5-yl)benzonitrile N1(N=NN=C1)C[C@H](C)OC1=C(C#N)C=CC(=C1)C=1C=NC(=NC1)NC=1C(=NN(C1)C1CCC(CC1)N1CCOCC1)OCCCS(=O)(=O)CC